N-({2-[(tert-butylamino)methyl]-1H-indol-6-yl}methyl)-4-oxo-4H-pyrido[1,2-a]pyrimidine-2-carboxamide C(C)(C)(C)NCC=1NC2=CC(=CC=C2C1)CNC(=O)C=1N=C2N(C(C1)=O)C=CC=C2